NC[C@H](CC(=O)O)C[C@H](C)OC1=CC=C(C=C1)F (3s,5s)-3-aminomethyl-5-(4-fluoro-phenoxy)-hexanoic acid